CN(C1=NC(NC=C1)=O)C N,N-dimethyl-cytosine